FC1=CC=2SC3=CC=C(C=C3SC2C=C1)F 2,7-Difluorothianthrene